Bisabolane CC1CCC(CC1)C(C)CCCC(C)C